(E)-N-(3-((5-chloro-2-((1-methyl-1H-pyrazol-4-yl)amino)pyrimidin-4-yl)amino)-4-fluorophenyl)-4-fluorobut-2-enamide ClC=1C(=NC(=NC1)NC=1C=NN(C1)C)NC=1C=C(C=CC1F)NC(\C=C\CF)=O